(S)-2-(4-methoxybenzyl)-5-((1-(methyl(3-oxo-3-(4-(5-(trifluoromethyl)pyrimidin-2-yl)piperazin-1-yl)propyl)amino)propan-2-yl)oxy)-4-(trifluoromethyl)pyridazin-3(2H)-one COC1=CC=C(CN2N=CC(=C(C2=O)C(F)(F)F)O[C@H](CN(CCC(N2CCN(CC2)C2=NC=C(C=N2)C(F)(F)F)=O)C)C)C=C1